O1N=CC(C2=C1C=CC=C2)=O 4H-benzoxazine-4-one